3-(tert-butyl) 4-methyl (S)-1,2,3-oxathiazolidine-3,4-dicarboxylate 2,2-dioxide O1S(N([C@@H](C1)C(=O)OC)C(=O)OC(C)(C)C)(=O)=O